(Z)-8-DECEN CCCCCCC\C=C/C